C(C)(C)(C)OC(=O)N1C[C@H]([C@@H](CC1)CNC1=NC=CC(=N1)C1=NC=2N(C=C1)N=CC2)O trans-3-hydroxy-4-[4-[pyrazolo[1,5-a]pyrimidin-5-yl]pyrimidin-2-yl]aminomethylpiperidine-1-carboxylic acid tert-butyl ester